(1R,2S)-7-fluoro-2,3-dihydro-1H-inden-1,2-diyl dicarbamate C(N)(O[C@H]1[C@H](CC2=CC=CC(=C12)F)OC(N)=O)=O